The molecule is a member of the class of piperidines that is donepezil in which the 5-methoxy group has been demethylated to the corresponding hydroxy derivative. It is metabolite of donepezil, a drug used in the treatment of dementia. It has a role as a drug metabolite. It is a member of piperidines, a cyclic ketone, an aromatic ether and a member of guaiacols. COC1=C(C=C2CC(C(=O)C2=C1)CC3CCN(CC3)CC4=CC=CC=C4)O